N-{3-[6-(aminomethyl)-1H-indol-1-yl]propyl}carbamic acid tert-butyl ester C(C)(C)(C)OC(NCCCN1C=CC2=CC=C(C=C12)CN)=O